C(CCC)C1=NC=2C(=C3C(=NC2N)C=CS3)N1CCCCCN1CCC(CC1)C1=CC=NC=C1 2-butyl-1-(5-(4-(pyridin-4-yl)piperidin-1-yl)pentyl)-1H-imidazo[4,5-d]thieno[3,2-b]pyridin-4-amine